N[C@H]1[C@@H]2[C@H](N([C@H]1CO[Si](C)(C)C(C)(C)C)C(=O)OC)CCC2 Methyl (2R,3S,3aR,6aR)-3-amino-2-(((tert-butyldimethylsilyl)oxy)methyl)-hexahydrocyclopenta[b]pyrrole-1(2H)-carboxylate